dicyclohexylphthalamide C1(CCCCC1)C=1C(=C(C(C(=O)N)=CC1)C(=O)N)C1CCCCC1